CC1(C(=O)P(C(C2=C(C(=C(C=C2)C)C)C)=O)=O)CC=CC=C1C 1,6-dimethylbenzoyl-trimethyl-benzoyl-phosphine oxide